ethyl 5-((6-cyclopropylimidazo[1,2-a]pyridin-2-yl)methyl)-1,3,4-oxadiazole-2-carboxylate C1(CC1)C=1C=CC=2N(C1)C=C(N2)CC2=NN=C(O2)C(=O)OCC